(Benzo[d][1,3]dioxol-5-ylmethyl)-3-(((5-bromothiophen-2-yl)methyl)(methyl)amino)propanamide O1COC2=C1C=CC(=C2)CC(C(=O)N)CN(C)CC=2SC(=CC2)Br